N-((1S)-1-(4-((1,1-dimethyl-2,3-dihydro-1H-inden-2-yl)amino)phenyl)-2,2,2-trifluoroethyl)-N-methyltetrahydro-2H-pyran-4-carboxamide CC1(C(CC2=CC=CC=C12)NC1=CC=C(C=C1)[C@@H](C(F)(F)F)N(C(=O)C1CCOCC1)C)C